ClC=1C(=NC(=NC1)F)NC1=CC2=C(N(C(N2CCC(C)(C)O)=O)C)C=C1 5-((5-chloro-2-fluoropyrimidin-4-yl)amino)-3-(3-hydroxy-3-methylbutyl)-1-methyl-1,3-dihydro-2H-benzo[d]imidazol-2-one